C(CCC)[Sn](C=1C=C2N(N1)CCC2)(CCCC)CCCC 2-(tributylstannyl)-5,6-dihydro-4H-pyrrolo[1,2-B]pyrazole